FC1(CC2(CC(C2)NCC(=O)OCC)C1)F ethyl (6,6-difluorospiro[3.3]heptan-2-yl)glycinate